FC1(OC(C(O1)(C(F)(F)F)F)(C(F)(F)F)F)C(F)(F)F perfluoro-2,4,5-trimethyl-1,3-dioxolan